CC=1C(=NOC1C)NS(=O)(=O)C1=C(C=CC=C1)C1=C(C=C(C=C1)CN1C(=NC(=C1C(=O)OCC)C(C)(C)O)CCC)COCC ethyl 1-((2'-(N-(4,5-dimethylisoxazol-3-yl) sulfamoyl)-2-(ethoxymethyl)-[1,1'-biphenyl]-4-yl) methyl)-4-(2-hydroxypropan-2-yl)-2-propyl-1H-imidazole-5-carboxylate